N-(6-(pyrrolidin-1-yl)pyridin-2-yl)-1H-indol-5-amine N1(CCCC1)C1=CC=CC(=N1)NC=1C=C2C=CNC2=CC1